2-[3-(4-pentylphenyl)prop-2-enamido]benzoic acid C(CCCC)C1=CC=C(C=C1)C=CC(=O)NC1=C(C(=O)O)C=CC=C1